C1(CC1)S(=O)(=O)NC1=NC=CC(=N1)C(C(=O)NC1=C(C=C(C=C1)C1=NC(=CN=C1)OCC(F)(F)F)F)CC 2-(2-(cyclopropanesulfonamido)pyrimidin-4-yl)-N-(2-fluoro-4-(6-(2,2,2-trifluoroethoxy)pyrazin-2-yl)phenyl)butanamide